C(C)OC(=O)C1(OC1C1=CC(=CC=C1)C(F)(F)F)CC1=CC=CC=C1 3-(3-trifluoromethylphenyl)-2-benzyl-oxirane-2-carboxylic acid ethyl ester